2-phenoxybenzoic acid-[(5-methyl-2-furyl)methylene] hydrazide CC1=CC=C(O1)C=NNC(C1=C(C=CC=C1)OC1=CC=CC=C1)=O